O=C1NC(CC[C@@H]1C=1C=CC(=NC1)N1CC2CC2C1)=O rac-3-(5-((R)-2,6-dioxopiperidin-3-yl)pyridin-2-yl)-3-azabicyclo[3.1.0]hexane